(Z)-6-((2-(aminomethyl)-3-fluoroallyl)oxy)-2-(tert-butyl)benzo[d]isoxazol-3(2H)-one 4-methylbenzenesulfonate CC1=CC=C(C=C1)S(=O)(=O)O.NC/C(/COC1=CC2=C(C(N(O2)C(C)(C)C)=O)C=C1)=C/F